C(C)(C)(C)N1[C@@H](CCC1)COC=1C=NC=CC1C1=C(C=2C(NCCC2N1)=O)NC1=C(C(=CC=C1)Cl)F tert-butyl-(2S)-2-{[(4-{3-[(3-chloro-2-fluorophenyl)amino]-4-oxo-1H,5H,6H,7H-pyrrolo[3,2-c]pyridin-2-yl}pyridin-3-yl)oxy]methyl}pyrrolidine